2-({2-[4-(difluoromethoxy)pyridin-2-yl]-5H,6H,7H-cyclopenta[d]pyrimidin-4-yl}(methyl)amino)-N-(6-methoxypyridin-3-yl)acetamide FC(OC1=CC(=NC=C1)C=1N=C(C2=C(N1)CCC2)N(CC(=O)NC=2C=NC(=CC2)OC)C)F